6-(4-carbamoyl-3-methyl-phenyl)-N-[2-methyl-5-[[2-[(2S)-2-methylpyrrolidin-1-yl]acetyl]amino]-3-pyridyl]triazolo[1,5-a]pyridine-3-carboxamide C(N)(=O)C1=C(C=C(C=C1)C=1C=CC=2N(C1)N=NC2C(=O)NC=2C(=NC=C(C2)NC(CN2[C@H](CCC2)C)=O)C)C